C(C)[C@H]1OC2=C([C@@H](N(C1)C(=O)OC(C)(C)C)C)N=CC=C2 tert-Butyl (2R,5S)-2-ethyl-5-methyl-2,3-dihydropyrido[2,3-f][1,4]oxazepine-4(5H)-carboxylate